5-(5-(cyclopropylcarbamoyl)-2-methylphenyl)-2-((1-hydroxy-2-methylpropan-2-yl)amino)-N-methyl-N-(oxetan-3-yl)nicotinamide C1(CC1)NC(=O)C=1C=CC(=C(C1)C=1C=NC(=C(C(=O)N(C2COC2)C)C1)NC(CO)(C)C)C